N-[3-[7-ethoxy-2-(methylamino)pyrido[2,3-d]pyrimidin-6-yl]-4-methylphenyl]-2-(trifluoromethyl)pyridine-4-carboxamide C(C)OC=1C(=CC2=C(N=C(N=C2)NC)N1)C=1C=C(C=CC1C)NC(=O)C1=CC(=NC=C1)C(F)(F)F